ClC1=C(C=CC=C1)CC(=O)NC1=CC(=C(C=C1)N1N=C(C=C1)F)S(NCC1=C(C=C(C=C1)OC)OC)(=O)=O (2-chlorophenyl)-N-{3-[(2,4-dimethoxybenzyl)sulfamoyl]-4-(3-fluoro-1H-pyrazol-1-yl)phenyl}acetamide